OC1=C2C(C=C(OC2=CC(=C1OC)O)C1=CC(=C(C(=C1)OC)OC)O)=O 5,7,3'-trihydroxy-6,4',5'-trimethoxyflavone